ClC1=CC(=C(C(=O)NC2=CC=C(C(=O)O)C=C2)C=C1Cl)OC1=C(C=C(C=C1)Cl)OC 4-(4,5-dichloro-2-(4-chloro-2-methoxyphenoxy)benzamido)benzoic acid